7-methoxy-4-(quinolin-6-ylamino)quinoline-6-carboxamide COC1=C(C=C2C(=CC=NC2=C1)NC=1C=C2C=CC=NC2=CC1)C(=O)N